1,5-dimethyl-2-pentyl-3-(2-carboxyethyl)-indole-6-formic acid CN1C(=C(C2=CC(=C(C=C12)C(=O)O)C)CCC(=O)O)CCCCC